CC=1C(=CC2=C(C(NCCO2)=O)C1)C1=NNC2=NC=C(C=C21)C=2C=CC1=C(CCC(CC1)N1[C@@H](CCC1)C)C2 7-Methyl-8-(5-{7-[(2R)-2-methylpyrrolidin-1-yl]-6,7,8,9-tetrahydro-5H-benzo[7]annulen-2-yl}-1H-pyrazolo[3,4-b]pyridin-3-yl)-2,3,4,5-tetrahydro-1,4-benzoxazepin-5-one